ClC=1C(=CC(=NC1)OC)C1=CC(=NN1)C(=O)N1CCC(CC1)C(=O)NC1CCOC2=CC=CC=C12 (5-(5-chloro-2-methoxypyridin-4-yl)-1H-pyrazole-3-carbonyl)-N-(chroman-4-yl)piperidine-4-carboxamide